CC1=CC=C(C=C1)S(=O)(=O)NC1=C(C(=O)OC)C=C(C=C1)C(F)(F)F Methyl 2-((4-methylphenyl)sulfonamido)-5-(trifluoromethyl)benzoate